1-(tert-butyl) 5-methyl N2-(((9H-fluoren-9-yl)methoxy)carbonyl)-N6-((E)-3-(pyridin-3-yl)acryloyl)-L-lysyl-L-glutamate C1=CC=CC=2C3=CC=CC=C3C(C12)COC(=O)N[C@@H](CCCCNC(\C=C\C=1C=NC=CC1)=O)C(=O)N[C@@H](CCC(=O)OC)C(=O)OC(C)(C)C